CC1(COP(OC1)=O)C 5,5-dimethyl-2-oxo-1,3,2-dioxaphosphorinane